5-bromo-2-(prop-1-en-2-yl)pyrimidine BrC=1C=NC(=NC1)C(=C)C